(4-(7-chlorofuro[3,2-b]pyridin-2-yl)phenyl)(imino)(methyl)-λ6-sulfanone ClC1=C2C(=NC=C1)C=C(O2)C2=CC=C(C=C2)S(=O)(C)=N